C(C1=CC=CC=C1)[C@H]1N(C(OC1)=O)C(CC)=O (4R)-4-benzyl-3-propionyl-1,3-oxazolidin-2-one